Thiazolo[4,5-b]pyridin-6-yl 3-azido-3-deoxy-2-O-methyl-1-thio-alpha-D-galactopyranoside N(=[N+]=[N-])[C@@H]1[C@H]([C@@H](SC=2C=C3C(=NC2)N=CS3)O[C@@H]([C@@H]1O)CO)OC